O=C1NC(CC[C@@H]1NC1=CC(=C(C=C1)C1CCN(CC1)CC(=O)O)F)=O (S)-2-(4-(4-((2,6-dioxopiperidin-3-yl)amino)-2-fluorophenyl)piperidin-1-yl)acetic acid